ClC=1C(N(C(=CC1OC([2H])([2H])C1=NC=C(C=C1F)F)C)C1=CC(=NC=C1C)N1N=C(C(=C1)F)C(C)(C)NC(=O)C1CC1)=C=O (R)-N-(2-(1-(3-chloro-4-((3,5-difluoropyridin-2-yl)methoxy-d2)-5',6-dimethyl-2-carbonyl-2H-[1,4'-bipyridine]-2'-yl)-4-fluoro-1H-pyrazol-3-yl)propan-2-yl)cyclopropanecarboxamide